N-(5-chloro-6-(2H-1,2,3-triazol-2-yl)pyridin-3-yl)-4-methyl-5-(1-oxo-1,2-dihydroisoquinolin-5-yl)picolinamide ClC=1C=C(C=NC1N1N=CC=N1)NC(C1=NC=C(C(=C1)C)C1=C2C=CNC(C2=CC=C1)=O)=O